N-(2-chloro-6-methylphenyl)-4-(cyclopropylamino)-2-((4-(4-ethylpiperazin-1-yl)phenyl)amino)pyrimidine-5-carboxamide ClC1=C(C(=CC=C1)C)NC(=O)C=1C(=NC(=NC1)NC1=CC=C(C=C1)N1CCN(CC1)CC)NC1CC1